1-(3-(6-chloro-2-methyl-5-(1-methyl-1H-pyrazol-4-yl)-1H-indol-1-yl)-1-(tetrahydro-2H-pyran-4-yl)-6,7-dihydro-1H-pyrazolo[4,3-c]pyridin-5(4H)-yl)ethanone ClC1=C(C=C2C=C(N(C2=C1)C1=NN(C2=C1CN(CC2)C(C)=O)C2CCOCC2)C)C=2C=NN(C2)C